OCCOCCOC1=C(C=C(C=O)C=C1)OC 4-(2-(2-hydroxyethoxy)ethoxy)-3-methoxybenzaldehyde